C(C(=C)C)(=O)OC(C)(C)C tertbutyl methacrylate